difluoro maleate C(\C=C/C(=O)OF)(=O)OF